COC=1C=CC2=C(SC(=C2)C(=O)OCC)C1 ethyl 6-methoxybenzo[b]thiophene-2-carboxylate